(E)-N-Boc-N'-Boc-L-histidine C(=O)(OC(C)(C)C)N[C@@H](CC1=CN(C=N1)C(=O)OC(C)(C)C)C(=O)O